COC1CN(CCC1C1=NOCC(O1)CN1CCCCC1)C rac-3-(3-methoxy-1-methylpiperidin-4-yl)-5-(piperidin-1-ylmethyl)-5,6-dihydro-1,4,2-dioxazine